(S)-5'-((3-aminopyrrolidin-1-yl)methyl)-2'',3-difluoro-4''-(2-hydroxy-2-methylpropyl)-[1,1':2',1''-terphenyl]-4-carbonitrile dihydrochloride Cl.Cl.N[C@@H]1CN(CC1)CC1=CC=C(C(=C1)C1=CC(=C(C=C1)C#N)F)C1=C(C=C(C=C1)CC(C)(C)O)F